C(C)C=C(C(=O)O)C.C(C(=C)C)(=O)OCC1=CC=CC=C1 benzyl methacrylate (ethyl methacrylate)